BrC=1C=CC=2C3=C(NC2C1)C=C(N=C3O)CC=3C=NC=CC3 7-bromo-3-(pyridin-3-ylmethyl)-5H-pyrido[4,3-b]indol-1-ol